m-Cyanophenylalanine C(#N)C=1C=C(C[C@H](N)C(=O)O)C=CC1